2-azaspiro[3.3]heptane hydrochloride Cl.C1NCC12CCC2